O=C1NC(CC[C@H]1NC1=CC=C(C=C1)C1CCN(CC1)C(=O)OC(C)(C)C)=O |r| rac-tert-butyl (R)-4-(4-((2,6-dioxopiperidin-3-yl)amino)phenyl)piperidine-1-carboxylate